N(=[N+]=[N-])C1=CC(=C(C(=O)O)C=C1)C(F)(F)F 4-azido-2-(trifluoromethyl)benzoic acid